acryloyloxy-methyl-oxetane C(C=C)(=O)OC1(OCC1)C